ClC1=C(C=C(C=C1)C=1C=C2C(=NC1)C=NN2)OC(F)F 6-[4-Chloro-3-(difluoromethoxy)phenyl]pyrazolo[4,3-b]pyridin